ClC1=C(C(=C(C(=C1C)C(OCC)OCC)O)C\C=C(\C=C\[C@@]1([C@H](/C(/CC[C@H]1C)=N/C1CC1)C)C)/C)OCF 4-chloro-2-[(2E,4E)-5-[(1R,2R,3E,6R)-3-(cyclopropylimino)-1,2,6-trimethylcyclohexyl]-3-methylpent-2,4-dien-1-yl]-6-(diethoxymethyl)-3-(fluoromethoxy)-5-methylphenol